FC(C1=CC(=C(C=C1F)B(O)O)F)F (4-(difluoromethyl)-2,5-difluorophenyl)boronic acid